O(C1[C@H](O)[C@@H](O)[C@@H](O)[C@H](O1)CO)SC(C)C isopropyl-thio galactopyranoside